CC(=CCC/C(=C/CC/C(=C/CC/C(=C/CO)/C)/C)/C)C (2E,6E,10E)-Geranylgeraniol